C(C)(C)(C)NC(CN(C)C=1C2=C(N=C(N1)C1=NC=CC(=C1)OCCS(=O)(=O)C)CCC2)=O N-tert-butyl-2-({2-[4-(2-methanesulfonylethoxy)pyridin-2-yl]-5H,6H,7H-cyclopenta[d]pyrimidin-4-yl}(methyl)amino)acetamide